BrC=1C=CC2=C(C(=N[C@H](C=3N2C(=NN3)SCC#C)CCC(=O)OC)C3=C(C=CC=C3)Cl)C1 methyl (S)-3-(8-bromo-6-(2-chlorophenyl)-1-(propargylthio)-4H-benzo[f][1,2,4]triazolo[4,3-a][1,4]diazepin-4-yl)propionate